CC1(CC(N2N1C1C(C2C2=CC=CC=C2)=C(C=2C=CC=CC21)C2=CC=CC=C2)=O)C 3,3-Dimethyl-9,10-diphenyl-2,3,4a,10-tetrahydro-1H-indeno[1,2-c]pyrazolo[1,2-a]pyrazol-1-one